NC(CO)(C)C 2-amino-2-methylpropane-1-ol